C(=O)(O)C=1C=C(C=CC1)CC(C(=O)O)O 3-(3-carboxyphenyl)-2-hydroxypropionic acid